3,3,8-trimethyl-10-phenyl-2,3,4,10-tetrahydro-1H-indolo[1,2-a]indol-1-one CC1(CC(C=2C=C3N(C2C1)C=1C=CC(=CC1C3C3=CC=CC=C3)C)=O)C